tert-Butyl (E)-3-(2-(6-(2-(5-cyclopropyl-3-(3,5-dichloropyridin-4-yl)isoxazol-4-yl)vinyl)-3-azabicyclo[3.1.0]hexan-3-yl)thiazol-4-yl)-5-methoxybenzoate C1(CC1)C1=C(C(=NO1)C1=C(C=NC=C1Cl)Cl)/C=C/C1C2CN(CC12)C=1SC=C(N1)C=1C=C(C(=O)OC(C)(C)C)C=C(C1)OC